3-(6-fluoro-3-pyridyl)azetidine-1-carboxylic acid tert-butyl ester C(C)(C)(C)OC(=O)N1CC(C1)C=1C=NC(=CC1)F